3-(5-(((1R,2S)-2-((2-methylbut-3-yn-2-yl)amino)cyclohexyl)methyl)-1-oxoisoindolin-2-yl)piperidine-2,6-dione CC(C)(C#C)N[C@@H]1[C@H](CCCC1)CC=1C=C2CN(C(C2=CC1)=O)C1C(NC(CC1)=O)=O